2,3-bis[(Z)-octadec-9-enoxy]propyl N-[2-[2-(2-hydroxyethoxy)ethoxy]ethyl]carbamate OCCOCCOCCNC(OCC(COCCCCCCCC\C=C/CCCCCCCC)OCCCCCCCC\C=C/CCCCCCCC)=O